[C+4].[Si]([O-])([O-])([O-])[O-].[Na+] Sodium silicate carbon